6-(dideuterioamino)hexanoic acid [2H]N(CCCCCC(=O)O)[2H]